1-cyanovinyl acetate C(C)(=O)OC(=C)C#N